FC1=C(C(=C(C(=C1F)F)F)F)[B-](C1=C(C(=C(C(=C1F)F)F)F)F)(C1=C(C(=C(C(=C1F)F)F)F)F)C1=C(C(=C(C(=C1F)F)F)F)F.C[NH+](CCCCCCCCCCCCCC)CCCCCCCCCCCCCC N-methyl-N,N-bistetradecylammonium [tetrakis(perfluorophenyl) borate]